ClC1=C(N(N=C1)C(C)C)C=1C=C(C=CC1OC)NC(=O)NC1=CC=C(C=C1)Cl 1-[3-(4-Chloro-2-isopropyl-2H-pyrazol-3-yl)-4-methoxy-phenyl]-3-(4-chloro-phenyl)-urea